1-(tert-butoxycarbonyl)-5-ethylpiperidine-2-carboxylic Acid C(C)(C)(C)OC(=O)N1C(CCC(C1)CC)C(=O)O